tert-Butyl (R)-4-(7-bromo-6-chloro-3-cyano-8-fluoro-2-(((3R,4R)-4-methoxy-1-methylpyrrolidin-3-yl)oxy)quinolin-4-yl)-2-methylpiperazine-1-carboxylate BrC1=C(C=C2C(=C(C(=NC2=C1F)O[C@@H]1CN(C[C@H]1OC)C)C#N)N1C[C@H](N(CC1)C(=O)OC(C)(C)C)C)Cl